FC1=C(C=CC=C1)C1=NN2C(OCC(C2)CO)=C1C(=O)O 2-(2-Fluorophenyl)-6-(hydroxymethyl)-6,7-dihydro-5H-pyrazolo[5,1-b][1,3]oxazine-3-carboxylic acid